P(=O)(O)(O)OC[C@@H]1[C@H]([C@H](C(O1)OP(O)(=O)OP(=O)(O)O)O)O.BrC1=CC(=NC=C1)NC(CCN1[C@@H]2CN([C@H](C1)C2)C)=O N-(4-bromopyridin-2-yl)-3-[(1s,4s)-5-methyl-2,5-diazabicyclo[2.2.1]heptan-2-yl]propanamide 5-phosphoribosyl-Pyrophosphate